3-iodo-1-(pyridin-4-yl)-1H-pyrazolo[3,4-d]pyrimidin-4-amine IC1=NN(C2=NC=NC(=C21)N)C2=CC=NC=C2